N,N-dimethyl-4-(trifluoromethyl)quinoline-2-carboxamide CN(C(=O)C1=NC2=CC=CC=C2C(=C1)C(F)(F)F)C